ClC=1C(=C(C2=C(CCCS2)C1)C(=O)O)F 6-chloro-7-fluoro-3,4-dihydro-2H-1-benzothiopyran-8-carboxylic acid